eicosane-1,19-diol C(CCCCCCCCCCCCCCCCCC(C)O)O